1,1'-dimethylferrocene C[C-]1C=CC=C1.[C-]1(C=CC=C1)C.[Fe+2]